C1(=CC=CC=C1)C1=CCN(C=C1)CC1CCN(CC1)C(=O)N1[C@@H](CNCC1)C1=CC=CC=C1 (R)-4-Phenyl-1-((1-(2-phenylpiperazine-1-carbonyl)piperidin-4-yl)methyl)pyridin